COC1=C(C=C(C=C1)C)C1(OCC(C1)C1=CC=CC=C1)C(=O)OC methyl 2-(2-methoxy-5-methylphenyl)-4-phenyltetrahydrofuran-2-carboxylate